CC1(CN(CC1)CC#N)C 2-(3,3-dimethylpyrrolidin-1-yl)acetonitrile